2-iodo-N-(1-methyl-4-piperidyl)-3-(trifluoromethylsulfanyl)pyrazolo[1,5-a]pyridin-7-amine IC1=NN2C(C=CC=C2NC2CCN(CC2)C)=C1SC(F)(F)F